N-(cyclopropylmethyl)-3-(3,5-diacetyl-2,6-dimethyl-1,4-dihydropyridin-4-yl)benzo[b]thiophene-5-carboxamide C1(CC1)CNC(=O)C1=CC2=C(SC=C2C2C(=C(NC(=C2C(C)=O)C)C)C(C)=O)C=C1